C(C)(C)OC1=C(C=C(C(=O)O)C=C1)C=C 4-isopropoxy-3-vinylbenzoic acid